(E)-1,4-bis(3-(diphenylphosphoryl)propyl)-1,4-dimethyltetrazene C1(=CC=CC=C1)P(=O)(C1=CC=CC=C1)CCCN(\N=N\N(C)CCCP(=O)(C1=CC=CC=C1)C1=CC=CC=C1)C